(7S)-3-({[(Dimethylcarbamoyl)methyl](methyl)carbamoyl}methyl)-7-methyl-2-[2-(1H-pyrazol-1-yl)ethyl]-3H,6H,7H,8H,9H-imidazo[4,5-f]chinolin CN(C(=O)CN(C(=O)CN1C(=NC2=C3CC[C@@H](NC3=CC=C21)C)CCN2N=CC=C2)C)C